2-(2,6-dioxopiperidin-3-yl)-5-((3-(4-(2-(4-((2-(piperazin-1-yl)pyrimidin-4-yl)methoxy)phenyl)propan-2-yl)phenoxy)cyclobutyl)amino)isoindolin-1,3-dione O=C1NC(CCC1N1C(C2=CC=C(C=C2C1=O)NC1CC(C1)OC1=CC=C(C=C1)C(C)(C)C1=CC=C(C=C1)OCC1=NC(=NC=C1)N1CCNCC1)=O)=O